BrCC1=NC=C(C=C1C#N)Cl (bromomethyl)-5-chloropyridine-3-carbonitrile